ClC=1C(=CC(=C(CN[C@@](C(=O)O)(CO)C)C1)OCC1CCC1)OCC1=C(C(=CC=C1)C1=CC2=C(OCCO2)C=C1)C (R)-2-((5-chloro-2-(cyclobutylmethoxy)-4-((3-(2,3-dihydrobenzo[b][1,4]dioxin-6-yl)-2-methylbenzyl)oxy)benzyl)amino)-3-hydroxy-2-methylpropanoic acid